1-n-butoxy-2,3-dicyanonaphthalene C(CCC)OC1=C(C(=CC2=CC=CC=C12)C#N)C#N